FC(CN1N=NC2=C1C=C(C=C2)C=2C(=CN1N=C(N=C(C12)OC)NC1CC(C1)(O)C)F)F (1s,3s)-3-((5-(1-(2,2-difluoroethyl)-1H-benzo[d][1,2,3]triazol-6-yl)-6-fluoro-4-methoxypyrrolo[2,1-f][1,2,4]triazin-2-yl)amino)-1-methylcyclobutan-1-ol